(R)-6-chloro-3-((1-(2-(2-methoxypyridin-4-yl)-3,6-dimethyl-4-oxo-4H-benzopyran-8-yl)ethyl)amino)pyridine ClC1=CC=C(C=N1)N[C@H](C)C1=CC(=CC=2C(C(=C(OC21)C2=CC(=NC=C2)OC)C)=O)C